ClC=1C=CC(=C(C1)C1=CC=C2C(=CN=NC2=C1)NCC1=C(C=C(C=C1)OC)OC)N1N=CC=N1 7-[5-CHLORO-2-(TRIAZOL-2-YL)PHENYL]-N-[(2,4-DIMETHOXYPHENYL)METHYL]CINNOLIN-4-AMINE